CC1=C(C=CC=C1C)C1=C(C=C2C(=N1)C(=NN2)C=2C=CC(=NC2)N2CCC(CC2)(C(=O)O)C)OC 1-(5-(5-(2,3-dimethylphenyl)-6-methoxy-1H-pyrazolo[4,3-b]pyridin-3-yl)pyridin-2-yl)-4-methylpiperidine-4-carboxylic acid